C(C)OC1CC(C1)N1N=C(C(=C1)NC(=O)C=1N=C(SC1)C=1C=NNC1)C1=NC(=CC=C1)C(F)(F)F N-(1-((1s,3s)-3-ethoxycyclobutyl)-3-(6-(trifluoromethyl)pyridin-2-yl)-1H-pyrazol-4-yl)-2-(1H-pyrazol-4-yl)thiazole-4-carboxamide